N-(4-Cyanobenzyl)-6-((1-(N-(2-hydroxyethyl)sulfamoyl)cyclopropyl)methyl)-1-methyl-7-oxo-4,5,6,7-tetrahydro-1H-pyrazolo[3,4-c]pyridine-3-carboxamide C(#N)C1=CC=C(CNC(=O)C2=NN(C=3C(N(CCC32)CC3(CC3)S(NCCO)(=O)=O)=O)C)C=C1